2-(2-(4-(3-amino-6-chloropyridazin-4-yl)piperazin-1-yl)ethoxy)acetic acid NC=1N=NC(=CC1N1CCN(CC1)CCOCC(=O)O)Cl